(S)-2-((5-(2,2-difluoro-7-((5-methoxy-7-methyl-1H-indol-4-yl)methyl)-7-azaspiro[3.5]nonan-6-yl)-3-fluoropyridin-2-yl)oxy)acetic acid FC1(CC2(C1)C[C@H](N(CC2)CC2=C1C=CNC1=C(C=C2OC)C)C=2C=C(C(=NC2)OCC(=O)O)F)F